(1r,4r)-N1-(2,2,2-trifluoroethyl)cyclohexane-1,4-diamine hydrochloride Cl.FC(CNC1CCC(CC1)N)(F)F